FC(C(=O)O)(F)F.CC=1N=C(NC1C)C1=NC=CC(=C1)C=1C=NC=C(C1)S(=O)(=O)C 2'-(4,5-Dimethyl-1H-imidazol-2-yl)-5-(methylsulfonyl)-3,4'-bipyridine trifluoroacetate salt